5-amino-2-methylphenol NC=1C=CC(=C(C1)O)C